(3S)-1-[2-[[2-Fluoro-4-(trifluoromethyl)phenyl]methyl]-2,7-diazaspiro[3.5]nonane-7-carbonyl]pyrrolidine-3-carboxamide FC1=C(C=CC(=C1)C(F)(F)F)CN1CC2(C1)CCN(CC2)C(=O)N2C[C@H](CC2)C(=O)N